COC1=CC=C(N=N1)O 6-Methoxypyridazin-3-ol